(4z,8z)-dodeca-4,8,11-trienal C(CC\C=C/CC\C=C/CC=C)=O